NCCCNCCCN bis(3-aminopropyl)-amine